N1N=C(C2=C1[C@H]1[C@@H](C2)C1)C(=O)O (4aR,5aR)-4,4a,5,5a-Tetrahydro-1H-cyclopropa(4,5)cyclopenta(1,2-C)pyrazole-3-carboxylic acid